N-(3-bromobenzyl)thiophene-2-carboxamide BrC=1C=C(CNC(=O)C=2SC=CC2)C=CC1